FC1C=C(C=CC1(C[N+](=O)[O-])F)CC(C(=O)OCC)C(=O)NC1=C(C=CC=C1)F ethyl 3,4-difluoro-α-[[(2-fluorophenyl)amino]carbonyl]-p-(nitromethyl)-benzenepropanoate